2,3-dimethyl-6-dimethylaminofluorene CC1=CC=2CC3=CC=C(C=C3C2C=C1C)N(C)C